5-[3-(2,5-dimethylfuran-3-yl)-1,2,4-oxadiazol-5-yl]-1-(propan-2-yl)-1H-1,2,3-benzotriazole CC=1OC(=CC1C1=NOC(=N1)C1=CC2=C(N(N=N2)C(C)C)C=C1)C